1-(4-cyano-3-fluorobenzyl)-2,5-dioxoimidazolidin C(#N)C1=C(C=C(CN2C(NCC2=O)=O)C=C1)F